C(CCCCCCCCCCC)(=O)OC[C@@H](OO)COP(=O)([O-])OCC[N+](C)(C)C 1-lauroyl-2-hydroxy-sn-glycero-3-phosphocholine